N(=[N+]=[N-])C1=C(C=CC=C1)N=NC1=CC=CC=C1 azidoazobenzene